trihexadecyl-(2-ethoxyethoxy)silane C(CCCCCCCCCCCCCCC)[Si](OCCOCC)(CCCCCCCCCCCCCCCC)CCCCCCCCCCCCCCCC